tert-butyl N5-(prop-2-yn-1-yl)-L-glutaminate C(C#C)NC(CC[C@H](N)C(=O)OC(C)(C)C)=O